CN1C2=C(C3C(CC1=O)C3)N=CC=N2 5-methyl-7,7a,8,8a-tetrahydrocyclopropa[d]pyrazino[2,3-b]azepin-6(5H)-one